FC1=C(C(=CC=2N(C(=NC21)OC2CCC(CC2)C(=O)OC)COCC[Si](C)(C)C)F)C2=CC=C(C=C2)C2=CC=C(C=C2)C=O methyl (1r,4r)-4-((4,6-difluoro-5-(4'-formyl-[1,1'-biphenyl]-4-yl)-1-((2-(trimethylsilyl)ethoxy)methyl)-1H-benzo[d]imidazol-2-yl)oxy)cyclohexane-1-carboxylate